N1(N=CC=C1)C=1C=CC(=C2C=NN(C12)COCC[Si](C)(C)C)C1=CN=C(N=N1)NC1C[C@H]2CC[C@@H](C1)N2C(=O)OC(C)(C)C tert-butyl (1R,5S)-3-[[6-[7-pyrazol-1-yl-1-(2-trimethylsilyl ethoxymethyl)indazol-4-yl]-1,2,4-triazin-3-yl]amino]-8-azabicyclo[3.2.1]octane-8-carboxylate